CC=1C(C2C3C=CC(C2C(C1)=O)CC3)=O endo-4-methyl-tricyclo[6.2.2.02,7]dodeca-4,9-diene-3,6-dione